(3-(azetidin-1-yl)-5-(trifluoromethoxy)phenyl)methylamine N1(CCC1)C=1C=C(C=C(C1)OC(F)(F)F)CN